(R or S)-4-(6-chloro-2-(3-(Dimethylamino)azetidine-1-yl)-8-fluoro-7-(3-hydroxynaphthalen-1-yl)quinazolin-4-yl)-1-(2,4-dimethyl-oxybenzyl)-1,4-azaphosphine-4-oxide ClC=1C=C2C(=NC(=NC2=C(C1C1=CC(=CC2=CC=CC=C12)O)F)N1CC(C1)N(C)C)P1(C=CN(C=C1)CC1=C(C=C(C=C1)OC)OC)=O